2-(3-bromophenyl)-4-phenyl-6-(4-(pyridin-4-yl)phenyl)-1,3,5-triazine BrC=1C=C(C=CC1)C1=NC(=NC(=N1)C1=CC=CC=C1)C1=CC=C(C=C1)C1=CC=NC=C1